4-[3-(2-Chloro-acetyl)-2,6-dimethyl-indol-1-yl]-benzonitrile ClCC(=O)C1=C(N(C2=CC(=CC=C12)C)C1=CC=C(C#N)C=C1)C